{1-{1-[2-fluoro-4-(trifluoromethyl)benzoyl]piperidin-4-yl}-3-[3-(7H-pyrrolo[2,3-d]pyrimidin-4-yl)-1H-pyrrol-1-yl]azetidin-3-yl}acetonitrile FC1=C(C(=O)N2CCC(CC2)N2CC(C2)(N2C=C(C=C2)C=2C3=C(N=CN2)NC=C3)CC#N)C=CC(=C1)C(F)(F)F